ClC1=CC=C(C(=N1)S(=O)(=O)N)N[C@H](C)C=1C=C(C=C2C(C(=C(OC12)C=1C=NN(C1)C)C=1C=NOC1)=O)C 6-Chloro-3-[[(1R)-1-[3-isoxazol-4-yl-6-methyl-2-(1-methylpyrazol-4-yl)-4-oxo-chromen-8-yl]ethyl]amino]pyridine-2-sulfonamide